C(C)(C)C1=C(C=CC=C1)C1=NC=C2NC(N(C2=N1)CC1=CC=C(C=C1)N1N=C(C=C1)C1CN(CCC1)C)=O 2-(2-isopropylphenyl)-9-(4-(3-(1-methylpiperidin-3-yl)-1H-pyrazol-1-yl)benzyl)-7,9-dihydro-8H-purin-8-one